N-(3-(3-(4-(3-fluoro-2-methylphenoxy)phenyl)-2-oxo-2,3-dihydro-1H-imidazo[4,5-c]pyridin-1-yl)phenyl)acrylamide FC=1C(=C(OC2=CC=C(C=C2)N2C(N(C3=C2C=NC=C3)C=3C=C(C=CC3)NC(C=C)=O)=O)C=CC1)C